FC=1C=C(C=C(C1)F)[C@@H]1CC=NN1C(=O)N1CC(C1)OC1=CC(=NC=C1F)C=1C(=NC=CC1C)OC (S)-(5-(3,5-difluorophenyl)-4,5-dihydro-1H-pyrazol-1-yl)(3-((5-fluoro-2'-methoxy-4'-methyl-[2,3'-bipyridin]-4-yl)oxy)azetidin-1-yl)methanone